FC(F)=C1C(CCC1)C(=O)O difluoromethylene-1-cyclopentanoic acid